[Cl-].[Cl-].C(C)(C)C=1C=C(C=C(C1)C(C)C)C(=[Zr+2](C1C2=CC(=CC=C2C=2C=CC(=CC12)C(C)(C)C)C(C)(C)C)C1C=CC=C1)C1CCCC1 (3,5-di-isopropylphenyl)(cyclopentyl)methylene(cyclopentadienyl)(2,7-di-tert-butylfluoren-9-yl)zirconium dichloride